(E)-2-hydroxy-1-(p-tolyl)guanidine O/N=C(/NC1=CC=C(C=C1)C)\N